N-(6-bromo-2-(2-fluorophenoxy)-3-(trifluoromethyl)phenyl)-N-methylcarbamic acid tert-butyl ester C(C)(C)(C)OC(N(C)C1=C(C(=CC=C1Br)C(F)(F)F)OC1=C(C=CC=C1)F)=O